3-[4-(4-Aminopiperidin-1-yl)-7-chloro-3-(3,5-dichlorophenyl)cinnolin-6-yl]-5-fluoro-2-hydroxybenzonitril NC1CCN(CC1)C1=C(N=NC2=CC(=C(C=C12)C=1C(=C(C#N)C=C(C1)F)O)Cl)C1=CC(=CC(=C1)Cl)Cl